4-(8-hydroxyquinolin-6-yl)-N-(3-phenylpropyl)benzamide OC=1C=C(C=C2C=CC=NC12)C1=CC=C(C(=O)NCCCC2=CC=CC=C2)C=C1